(R)-3-(2-(6-(3-Methylpyridin-4-yl)-2,6-diazaspiro[3.3]heptan-2-yl)ethyl)-2-oxaspiro[4.5]decan-1-on CC=1C=NC=CC1N1CC2(CN(C2)CC[C@@H]2OC(C3(C2)CCCCC3)=O)C1